yttrium pentadecanate C(CCCCCCCCCCCCCC)(=O)[O-].[Y+3].C(CCCCCCCCCCCCCC)(=O)[O-].C(CCCCCCCCCCCCCC)(=O)[O-]